perfluoromethyl perfluorobutyl ether FC(C(C(C(F)(F)F)(F)F)(F)F)(F)OC(F)(F)F